Ethyl (Z)-3-((3-butyl-5-(4-fluorophenyl)-7-(methylthio)-1,1-dioxido-2,3,4,5-tetrahydro-1,5-benzothiazepin-8-yl)oxy)-2-fluoroacrylate C(CCC)C1CS(C2=C(N(C1)C1=CC=C(C=C1)F)C=C(C(=C2)O\C=C(\C(=O)OCC)/F)SC)(=O)=O